CC(CN1N=NC(=C1)C1=CC=C(C=C1)C(=O)N1CCN(CC1)C=1OC=2C(=NC(=CC2)C)N1)(C)C [4-[1-(2,2-Dimethylpropyl)triazol-4-yl]phenyl]-[4-(5-methyloxazolo[4,5-b]pyridin-2-yl)piperazin-1-yl]methanon